C(C)(=O)OCC(CNC(C1=CC(=C(C(=C1)C)OC(C)=O)C)=O)OC(C)=O 3-(4-acetoxy-3,5-dimethylbenzamido)propane-1,2-diyl diacetate